3-((4-((2S)-7-chloro-2-methyl-4-(pyrrolidin-3-yl)-3,4-dihydro-2H-benzo[b][1,4]oxazin-5-yl)pyrrolo[2,1-f][1,2,4]triazin-6-yl)methyl)-6,6-dimethyl-3-azabicyclo[3.1.0]hexane-2,4-dione ClC=1C=C(C2=C(O[C@H](CN2C2CNCC2)C)C1)C1=NC=NN2C1=CC(=C2)CN2C(C1C(C1C2=O)(C)C)=O